(R)-4-((1-(3-(difluoromethyl)-2-fluorophenyl)ethyl)amino)-2-methyl-6-(2-oxaspiro[3.3]heptan-6-yl)pyrido[3,4-d]pyridazine-1,7(2H,6H)-dione FC(C=1C(=C(C=CC1)[C@@H](C)NC1=NN(C(C=2C1=CN(C(C2)=O)C2CC1(COC1)C2)=O)C)F)F